(e)-2-((10-azidodecyl)oxy)-5-(4-bromostyryl)pyridine N(=[N+]=[N-])CCCCCCCCCCOC1=NC=C(C=C1)\C=C\C1=CC=C(C=C1)Br